ClC=1C(=C2C=NNC2=CC1C)C=1C(=NN(C1C)C1CC2(CN(C2)C(C=C)=O)C1)C1=CC2=CN(N=C2C=C1)CCOCCOC 1-(6-(4-(5-chloro-6-methyl-1H-indazol-4-yl)-3-(2-(2-(2-methoxyethoxy)ethyl)-2H-indazol-5-yl)-5-methyl-1H-pyrazol-1-yl)-2-azaspiro[3.3]heptan-2-yl)prop-2-en-1-one